O1C(OCC1)C1CCN(CC1)C1=CC=C(C2=C1N=CO2)N2CNCC=C2 1-(4-(4-(1,3-dioxolan-2-yl)piperidin-1-yl)benzo[d]oxazol-7-yl)dihydropyrimidine